COC=1C=C(C=C(C1)OC)NC1=CC=C2N=CC(=NC2=C1)C=1C=NN(C1)C1CCN(CC1)C(=O)C1CN(C1)C(=O)OC(C)(C)C tert-butyl 3-(4-(4-(7-((3,5-dimethoxyphenyl)amino)quinoxalin-2-yl)-1H-pyrazol-1-yl)piperidine-1-carbonyl)azetidine-1-carboxylate